[Se]1CCN(CC1)CCO 2-Selenomorpholinoethanol